tert-butyl 3-(trifluoromethyl)-2,5-dihydropyrrole-1-carboxylate FC(C=1CN(CC1)C(=O)OC(C)(C)C)(F)F